ClC=1C=2C(N(C(C1C1=NC3=C(N1)C=C(C=C3F)N3CCOCC3)=O)CC3=CC=C(C=C3)OC)=CN(N2)CC 7-chloro-2-ethyl-6-(4-fluoro-6-morpholino-1H-benzo[d]imidazol-2-yl)-4-(4-methoxy-benzyl)-2,4-dihydro-5H-pyrazolo[4,3-b]pyridin-5-one